methyl (S)-2-(2,6-difluoro-4-((R)-3-(trifluoromethyl)morpholino) benzamido)-3-(7-(4,4,5,5-tetramethyl-1,3,2-dioxaborolan-2-yl)-1,3-dihydroisobenzofuran-4-yl)propanoate FC1=C(C(=O)N[C@H](C(=O)OC)CC2=C3COCC3=C(C=C2)B2OC(C(O2)(C)C)(C)C)C(=CC(=C1)N1[C@H](COCC1)C(F)(F)F)F